CCC(CCC=CCC)=O methyl-5-octen-2-one